CC=1C(=NOC1C)NS(=O)(=O)C1=C(C=CC=C1)C1=C(C=C(C=C1)CN1C(=NC2(C1=O)CCN(CC2)C(=O)OCC2=CC=CC=C2)CC)COCC benzyl 3-((2'-(N-(4,5-dimethylisoxazol-3-yl) sulfamoyl)-2-(ethoxymethyl)-[1,1'-biphenyl]-4-yl) methyl)-2-ethyl-4-oxo-1,3,8-triazaspiro[4.5]dec-1-ene-8-carboxylate